(R)-2-fluoro-N-(1-(1-(4-fluorophenyl)-4-oxo-2,3,8-triazaspiro[4.5]dec-1-en-8-yl)-3-methyl-1-oxobutan-2-yl)-5-(trifluoromethyl)benzamide FC1=C(C(=O)N[C@@H](C(=O)N2CCC3(C(NN=C3C3=CC=C(C=C3)F)=O)CC2)C(C)C)C=C(C=C1)C(F)(F)F